C1(CC1)C=1C=C2C(C(N(C2=C(C1)F)[C@H]1C(N(CC1)CCCC(=O)O)=O)=O)(C)C (R)-4-(3-(5-cyclopropyl-7-fluoro-3,3-dimethyl-2-oxoindolin-1-yl)-2-oxopyrrolidin-1-yl)butanoic acid